2-(methoxymethoxy)-5'-phenyl-5-(2,4,4-trimethylpentan-2-yl)-1,1':3',1''-terphenyl COCOC1=C(C=C(C=C1)C(C)(CC(C)(C)C)C)C1=CC(=CC(=C1)C1=CC=CC=C1)C1=CC=CC=C1